5-[2-methyl-4-[[(2R)-1-methylazetidin-2-yl]methoxy]pyrazol-3-yl]-N-[6-methyl-2-(trifluoromethyl)pyrimidin-4-yl]pyrazolo[1,5-a]pyridin-2-amine CN1N=CC(=C1C1=CC=2N(C=C1)N=C(C2)NC2=NC(=NC(=C2)C)C(F)(F)F)OC[C@@H]2N(CC2)C